FC=1C=C(C=CC1OC1=CC=NC2=CC=C(N=C12)OC)NC(=O)C1=NC=C(N(C1=O)C1=CC=C(C=C1)F)C N-[3-fluoro-4-[(6-methoxy-1,5-naphthyridin-4-yl)oxy]phenyl]-4-(4-fluorophenyl)-5-methyl-3-oxopyrazine-2-carboxamide